4-amino-N'-(3-azabicyclo[3.1.0]hexane-3-carbonyl)-N',1-dimethyl-N-((5-(trifluoromethyl)pyridin-2-yl)methyl)-1H-pyrazolo[4,3-c]quinoline-8-carbohydrazide NC1=NC=2C=CC(=CC2C2=C1C=NN2C)C(=O)N(N(C)C(=O)N2CC1CC1C2)CC2=NC=C(C=C2)C(F)(F)F